Cl.Cl.C[C@H]1NCCCC[C@H]1N (2R,3R)-2-Methylazepan-3-amine dihydrochloride